O(C1=CC=CC=C1)C1=CC=C(C=C1)C1=NC(=C2N1C(=NC=C2)N)C2=CCC1(OCCO1)CC2 3-(4-phenoxyphenyl)-1-(1,4-dioxaspiro[4.5]dec-7-en-8-yl)imidazo[1,5-c]pyrimidin-5-amine